ClC(C(C(F)Cl)F)F 1,3-dichloro-1,2,3-trifluoropropane